7-(3-(imidazo[1,2-a]pyridin-3-yl)piperidin-1-yl)-3H-imidazo[4,5-b]pyridine N=1C=C(N2C1C=CC=C2)C2CN(CCC2)C2=C1C(=NC=C2)NC=N1